1-(2-Chlorophenyl)-2-(4-fluorophenyl)-2,11-dihydroimidazo[1',5':1,2]pyrido[3,4-b]indol-4-ium chloride [Cl-].ClC1=C(C=CC=C1)C=1N(C=[N+]2C1C=1NC3=CC=CC=C3C1C=C2)C2=CC=C(C=C2)F